FC(C(=O)O)(F)F.C[C@@H]1CN(C[C@@H](N1)C)C1=C2C(=NC=C1)N(CC2)C(=O)NC=2C(=CC=1N(C2)C=C(N1)C)F 4-((3R,5S)-3,5-dimethylpiperazin-1-yl)-N-(7-fluoro-2-methylimidazo[1,2-a]pyridin-6-yl)-2,3-dihydro-1H-pyrrolo[2,3-b]pyridine-1-carboxamide 2,2,2-trifluoroacetate